C(C)(C)(C)C1=CC=C(C=C1)N\C(\C1=CC=CC=C1)=N\OC(C1=CC=C(C=C1)C(F)(F)F)=O (E)-N-(4-(tert-butyl)phenyl)-N'-((4-(trifluoromethyl)benzoyl)oxy)benzimidamide